C(CCC)[C@@H]1COCC=2C(=NC=3C=CC=NC3C2N1)NCC1=C(C=C(C=C1)OC)OC (R)-2-butyl-N-(2,4-dimethoxybenzyl)-1,2,3,5-tetrahydro-[1,4]oxazepino[6,5-c][1,5]naphthyridin-6-amine